OCCNCCN(CCO)CCO tri(2-hydroxyethyl)ethylenediamine